ClC1=C(C(=O)N[C@H]2[C@H]3CC[C@@H](C2)N3C#N)C=CC(=C1)C=1C=C3[C@@](CCC3=CC1)(C)C#N 2-chloro-N-((1R,2R,4S)-7-cyano-7-azabicyclo[2.2.1]heptan-2-yl)-4-((3S)-3-cyano-3-methyl-2,3-dihydro-1H-inden-5-yl)benzamide